C(C1=CC=CC=C1)(=O)NC1CN(C1)C=1C(=C(C(=O)O)C=CC1)N1C=CC=C1 3-(3-Benzamidoazetidin-1-yl)-2-(1H-pyrrol-1-yl)benzoic acid